(1r,4r)-4-ethylcyclohexane-1-amine hydrochloride Cl.C(C)C1CCC(CC1)N